BrC=1C=NC(=NC1)N1[C@@H]2CN([C@H](C1)C2)C(=O)OC(C)(C)C tert-butyl (1S,4S)-5-(5-bromopyrimidin-2-yl)-2,5-diazabicyclo[2.2.1]heptane-2-carboxylate